C(C)(C)(C)NC(C=C)=O N-t-butyl-acrylamide